CC1=C(C=CC=C1C1=CC=C(C=C1)C=1C(=NNC1C)C1=CC=NC=C1)S(=O)(=O)N 2-methyl-3-[4-[5-methyl-3-(4-pyridyl)-1H-pyrazol-4-yl]phenyl]benzenesulfonamide